BrC=1C=C(C=C(C1)F)N(C1=NC(=NC2=CC(=CC=C12)C#N)NN)C 4-((3-bromo-5-fluorophenyl)(methyl)amino)-2-hydrazinoquinazoline-7-carbonitrile